2-(2-chloro-4-(2-((4-(2-fluoropyridin-3-yl)-5-methylthiazol-2-yl)amino)-2-oxoethyl)phenoxy)pyridine-3-carboxamide ClC1=C(OC2=NC=CC=C2C(=O)N)C=CC(=C1)CC(=O)NC=1SC(=C(N1)C=1C(=NC=CC1)F)C